C(C)OC(=O)C1=C(N(C2=CC=CC=C12)C)CBr 2-bromomethyl-1-methylindole-3-carboxylic acid ethyl ester